acetaldehyde, bishydrochloric acid salt Cl.Cl.C(C)=O